N1N=C(C=C1)OCC(CCC(C(=O)NNC)(C)C=1C=C(C=CC1)C[C@@H](C(=O)OC)C)(F)F Methyl (2S)-3-(3-(6-((1H-pyrazol-3-yl)oxy)-5,5-difluoro-2-methyl-1-(2-methylhydrazineyl)-1-oxohexan-2-yl)phenyl)-2-methylpropanoate